6,6-dimethyl-12-methylene-1,4,9-trioxadispiro[4.2.48.25]tetradecane CC1(C2(OCCO2)CCC2(C1)OCCC2=C)C